C1(CCC1)[C@H](C1CC1)NC1=C2N=CN(C2=NC(=N1)I)[C@@H]1O[C@@H]([C@H]([C@H]1O)O)CO (2R,3R,4S,5R)-2-(6-(((S)-Cyclobutyl(cyclopropyl)methyl)amino)-2-iodo-9H-purin-9-yl)-5-(hydroxymethyl)tetrahydrofuran-3,4-diol